α-vinyl-δ-caprolactone C(=C)C1C(=O)OC(CC1)C